NC(C)C1(CCN(CC1)C=1C(=NC(=C(N1)C)SC1=C(C(=NC=C1)Cl)Cl)CO)C(F)F (3-(4-(1-aminoethyl)-4-(difluoromethyl)piperidin-1-yl)-6-((2,3-dichloropyridin-4-yl)sulfanyl)-5-methylpyrazin-2-yl)methanol